CCCCC(CCC)CC(C)=O ε-octylacetone